(R)-4-(((1r,4R)-4-hydroxycyclohexyl)amino)-2-(4-(oxazol-2-yl)phenyl)-6,7-dihydrothieno[3,2-d]pyrimidine 5-oxide OC1CCC(CC1)NC=1C2=C(N=C(N1)C1=CC=C(C=C1)C=1OC=CN1)CC[S@]2=O